N2,N2,N7,N7-tetrakis[2,2-bis(4-methoxyphenyl)vinyl]-9,9-dipropyl-9H-fluorene-2,7-diamine COC1=CC=C(C=C1)C(=CN(C1=CC=2C(C3=CC(=CC=C3C2C=C1)N(C=C(C1=CC=C(C=C1)OC)C1=CC=C(C=C1)OC)C=C(C1=CC=C(C=C1)OC)C1=CC=C(C=C1)OC)(CCC)CCC)C=C(C1=CC=C(C=C1)OC)C1=CC=C(C=C1)OC)C1=CC=C(C=C1)OC